[3-(Acryloylamino)-propyl]-trimethylammonium chlorid [Cl-].C(C=C)(=O)NCCC[N+](C)(C)C